benzyl 4-(3-(hydroxymethyl) cyclobutyl)piperidine-1-carboxylate OCC1CC(C1)C1CCN(CC1)C(=O)OCC1=CC=CC=C1